2-(oxan-4-yl)quinazolin O1CCC(CC1)C1=NC2=CC=CC=C2C=N1